BrC=1C=CC(=NC1)[C@@H](C)N (1R)-1-(5-bromopyridin-2-yl)ethanamine